bis(2,6-di-tert-butylphenyl)dipentaerythritol C(C)(C)(C)C1=C(C(=CC=C1)C(C)(C)C)C(OC(C(CO)(CO)CO)C1=C(C=CC=C1C(C)(C)C)C(C)(C)C)C(CO)(CO)CO